tert-butyl 4-[7-bromo-6-chloro-2-[(1R)-2,2-dimethoxy-1-methyl-ethoxy]-8-fluoro-quinazolin-4-yl]piperazine-1-carboxylate BrC1=C(C=C2C(=NC(=NC2=C1F)O[C@@H](C(OC)OC)C)N1CCN(CC1)C(=O)OC(C)(C)C)Cl